OC1(CCN(CC1)C(CC(C)C1=CC=CC=C1)=O)CN1C=NC=2C(C1=O)=NN(C2C2=CC=C(CNCC(=O)NCCCCCCCCCCNC(C1=C(C=CC=C1)C)=O)C=C2)C N-(10-(2-((4-(6-((4-hydroxy-1-(3-phenylbutanoyl)piperidin-4-yl)methyl)-2-methyl-7-oxo-6,7-dihydro-2H-pyrazolo[4,3-d]pyrimidin-3-yl)benzyl)amino)acetamido)decyl)-2-methylbenzamide